ClC1=NC=CC(=C1)NC(C1=CC=CC=C1)=O N-(2-chloropyridin-4-yl)benzamide